NC1=C(C(=C(OC=2C=CC(=C(C#N)C2)F)C(=C1)Br)F)F 5-(4-Amino-6-bromo-2,3-difluorophenoxy)-2-fluorobenzonitrile